[K+].C1(CC1)N1N=C(C(=C1)C(=O)[O-])C(F)(F)F 1-cyclopropyl-3-(trifluoromethyl)-1H-pyrazole-4-carboxylic acid potassium salt